O1CCC(CC1)CCC1=NC(=NC=C1C(=O)N)N 2-(tetrahydro-2H-pyran-4-yl)ethyl[amino]pyrimidin-5-carboxamide